N-(5-(3-amino-5-(3,5-dimethylisoxazol-4-yl)phenoxy)-2-methylphenyl)-4-(dimethylamino)butanamide NC=1C=C(OC=2C=CC(=C(C2)NC(CCCN(C)C)=O)C)C=C(C1)C=1C(=NOC1C)C